C1(CCCC1)C[C@@H](CN1CC2(CC2)C[C@H]1C(=O)NC1=NC=CN=C1)CC(=O)NO (S)-5-((R)-2-(cyclopentylmethyl)-4-(hydroxylamino)-4-oxobutyl)-N-(pyrazin-2-yl)-5-azaspiro[2.4]heptane-6-amide